4-((4-methoxybenzyl)thio)piperidine-1,4-dicarboxylic acid 1-(tert-butyl) ester 4-methyl ester COC(=O)C1(CCN(CC1)C(=O)OC(C)(C)C)SCC1=CC=C(C=C1)OC